C(C1=CC=CC=C1)OC(=O)[N-]S(=O)(=O)N1C(=C(C=C1)C1=CC=C(C=C1)C(=O)OC(C)(C)C)C(=O)OCC1=CC=CC=C1.[Na+] sodium [(benzyloxy)carbonyl]({2-[(benzyloxy)carbonyl]-3-{4-[(tert-butoxy)carbonyl]phenyl}-1H-pyrrol-1-yl}sulfonyl)azanide